Cl.C(C)(C)N(C=1N=C(C2=C(C=NNC2=O)N1)NC1=CC=C(C=C1)CN1CCNCC1)C(C)C 2-(Diisopropylamino)-4-((4-(Piperazin-1-ylmethyl)phenyl)amino)pyrimido[4,5-d]pyridazin-5(6H)-on Hydrochlorid